2-[(2E)-3,7-dimethylocta-2,6-dien-1-yl]-5-(3-methylpentyl)benzene-1,3-diol C\C(=C/CC1=C(C=C(C=C1O)CCC(CC)C)O)\CCC=C(C)C